FC1=C(C=CC=C1)C(CN1N=CN=C1)(O)C1=CC=C(C=C1)F alpha-(2-fluorophenyl)-alpha-(4-fluorophenyl)-1H-1,2,4-triazole-1-ethanol